(R)-2-methyl-1-(1-(4-oxocyclohexyl)ethyl)-1H-indole-3-carboxylic acid methyl ester COC(=O)C1=C(N(C2=CC=CC=C12)[C@H](C)C1CCC(CC1)=O)C